C(C)N1C=C(C(C2=CC=CC(=C12)F)=O)S(=O)(=O)N1CCC2(C[C@H](CO2)N(C(OC(C)(C)C)=O)C[C@@H](COC2=CC(=CC=C2)S(=O)(=O)C)O)CC1 tert-Butyl ((R)-8-((1-ethyl-8-fluoro-4-oxo-1,4-dihydroquinolin-3-yl)sulfonyl)-1-oxa-8-azaspiro[4.5]decan-3-yl)((S)-2-hydroxy-3-(3-(methylsulfonyl)phenoxy)propyl)carbamate